CC1(NC(OC12CCN(CC2)C=2C=CN(C=CC2)C2=NC(=NO2)C)=O)C 4,4-dimethyl-8-[1-(3-methyl-1,2,4-oxadiazol-5-yl)azepin-4-yl]-1-oxa-3,8-diazaspiro[4.5]decan-2-one